CN(C)CC1CCN(CC1)C1=CC=C(C=C1)Br N,N-dimethyl-1-(1-(4-bromophenyl)piperidin-4-yl)methylamine